4-chloro-2-[2-(trifluoromethyl)pyrimidin-5-yl]-1H-pyrrolo[2,3-b]Pyridine ClC1=C2C(=NC=C1)NC(=C2)C=2C=NC(=NC2)C(F)(F)F